sodium (methyl) propanesulfonate C(CC)S(=O)(=O)OC.[Na]